2-(1-methoxypentylidene)propanedinitrile COC(CCCC)=C(C#N)C#N